1-((3S,4R)-3-((5-chloro-2-((1-ethyl-1H-pyrazol-4-yl)amino)-7H-pyrrolo[2,3-d]pyrimidin-4-yl)oxy)-4-fluoropiperidin-1-yl)prop-2-en-1-one ClC1=CNC=2N=C(N=C(C21)O[C@H]2CN(CC[C@H]2F)C(C=C)=O)NC=2C=NN(C2)CC